BrC=1C=C2C(=NC1C(CC1=CC(=CC(=C1)F)F)NC(OC(C)(C)C)=O)NC=N2 tert-butyl (1-(6-bromo-3H-imidazo[4,5-b]pyridin-5-yl)-2-(3,5-difluorophenyl)ethyl)carbamate